[1,3-bis(2,6-diisopropylphenyl)imidazol-2-ylidene](3-chloropyridyl)dichloropalladium (II) C(C)(C)C1=C(C(=CC=C1)C(C)C)N1C(N(C=C1)C1=C(C=CC=C1C(C)C)C(C)C)=[Pd-3](Cl)(Cl)C1=NC=CC=C1Cl